4-(azetidin-1-yl)-7-[7-fluoro-3-(methoxymethoxy)-8-[2-(triisopropylsilyl)ethynyl]naphthalen-1-yl]-2-methanesulfinyl-8-methylpyrano[4,3-d]pyrimidin-5-one N1(CCC1)C=1C2=C(N=C(N1)S(=O)C)C(=C(OC2=O)C2=CC(=CC1=CC=C(C(=C21)C#C[Si](C(C)C)(C(C)C)C(C)C)F)OCOC)C